ClC1=C(CN2N=C(C=C2)[C@@H]([C@@](CN2N=CN=C2)(O)C2=C(C=C(C=C2)F)F)C)C=CC(=C1)Cl (2R,3S)-3-(1-(2,4-dichlorobenzyl)-1H-pyrazol-3-yl)-2-(2,4-difluorophenyl)-1-(1H-1,2,4-triazole-1-yl)butane-2-ol